ClC=1C=C(C=C(C1)Cl)C1=CN=C2N1N=CC(=C2C(C)C)C(=O)O 3-(3,5-dichlorophenyl)-8-isopropylimidazo[1,2-b]Pyridazine-7-carboxylic acid